N-[5-[5-[(1-amino-3,3-difluoro-cyclobutyl)methoxy]-2-(trifluoromethyl)-4-pyridyl]pyrazolo[1,5-a]pyridin-2-yl]cyclopropanecarboxamide NC1(CC(C1)(F)F)COC=1C(=CC(=NC1)C(F)(F)F)C1=CC=2N(C=C1)N=C(C2)NC(=O)C2CC2